FC=1C=C(C=CC1)/C=C/CSC (trans)-(3-(3-fluorophenyl)allyl)(methyl)sulfur